[2-chloro-4-[[3-(3-fluoro-4-methoxyphenyl)imidazo[1,2-a]pyrazin-8-yl]amino]phenyl]-[4-[3-(hydroxymethyl)piperazine-1-carbonyl]piperidin-1-yl]methanone ClC1=C(C=CC(=C1)NC=1C=2N(C=CN1)C(=CN2)C2=CC(=C(C=C2)OC)F)C(=O)N2CCC(CC2)C(=O)N2CC(NCC2)CO